OC([C@H](C1=CC=CC=C1)NC1=NC(=NC=C1C=1OC=NN1)NC1=CC=C2C(N3N(C2=C1)COCC3)=O)([2H])[2H] (S)-9-((4-((2-hydroxy-1-phenylethyl-2,2-d2)amino)-5-(1,3,4-oxadiazol-2-yl)pyrimidin-2-yl)amino)-3,4-dihydro-1H,6H-[1,3,4]oxadiazino[3,4-a]indazol-6-one